5'-chloro-6'-(((1S,3S)-3-((5-(difluoromethoxy)pyrimidin-2-yl)amino)cyclopentyl)amino)-2H-[1,3'-bipyridyl]-2-one ClC=1C=C(C=NC1N[C@@H]1C[C@H](CC1)NC1=NC=C(C=N1)OC(F)F)N1C(C=CC=C1)=O